ClC=1C(=C2C=NNC2=C(C1F)C(C)NC(C(F)F)=O)C=1N=CC=2N(C1)C=C(N2)NC(=O)[C@H]2[C@H](C2)F (1S,2S)-N-(6-(5-chloro-7-(1-(2,2-difluoroacetylamino)ethyl)-6-fluoro-1H-indazol-4-yl)imidazo[1,2-a]pyrazin-2-yl)-2-fluorocyclopropane-1-carboxamide